(R)-3-(1-(1-(benzofuran-2-ylmethyl)-1H-pyrrolo[3,2-c]pyridine-7-carboxamido)ethyl)bicyclo[1.1.1]pentane-1-carboxylic acid O1C(=CC2=C1C=CC=C2)CN2C=CC=1C=NC=C(C12)C(=O)N[C@H](C)C12CC(C1)(C2)C(=O)O